BrC1=CC(=C(C=C1)C1N(CCOC1)C(=O)OC(C)(C)C)F tert-butyl 3-(4-bromo-2-fluorophenyl)morpholine-4-carboxylate